ClC1=NC=2N(C(=C1C1=C(C=C(C=C1F)C#CCC(O)([2H])[2H])F)N[C@H](C)C(C)(C)C)N=CN2 (R)-4-(4-(5-chloro-7-((3,3-dimethylbut-2-yl)amino)-[1,2,4]Triazolo[1,5-a]Pyrimidin-6-yl)-3,5-difluorophenyl)but-3-yne-1,1-d2-1-ol